(R)-N-(3-(2-((1,5-dimethyl-1H-pyrazol-3-yl)amino)-5-methylpyrimidin-4-yl)-6-fluoro-1H-indol-7-yl)-2-(3-hydroxypyrrolidin-1-yl)acetamide CN1N=C(C=C1C)NC1=NC=C(C(=N1)C1=CNC2=C(C(=CC=C12)F)NC(CN1C[C@@H](CC1)O)=O)C